C(C)C(COC1=CC=C(C=C1)C1(C2=CC(=CC=C2C=2C=CC(=CC12)B(O)O)B(O)O)C1=CC=C(C=C1)OCC(CCCC)CC)CCCC 9,9-di((4-((2-ethylhexyl)oxy)phenyl))fluorene-2,7-diboronic acid